C(C)(C)(C)OC(=O)N1[C@H](C[C@@H](C1)F)C(=O)O (2R,4S)-1-tert-butoxy-carbonyl-4-fluoro-pyrrolidine-2-carboxylic acid